5-(4-methoxyphenyl)-1,2,4-oxadiazole-3-carbaldehyde COC1=CC=C(C=C1)C1=NC(=NO1)C=O